OP(=O)(OCC(C)C)OC1COCC1 3-((hydroxy(isobutoxy)phosphoryl)oxy)tetrahydrofuran